NC1=NNC(C2=C1N(C=C2[C@H]2CN(CCC2)C(\C=C\COC)=O)C2=CC=C(C=C2)OC2=C(C=CC=C2)F)=O (S,E)-7-Amino-1-(4-(2-fluorophenoxy)phenyl)-3-(1-(4-methoxybut-2-enoyl)piperidin-3-yl)-1,5-dihydro-4H-pyrrolo[2,3-d]pyridazin-4-on